3-(4-amino-3-fluorophenyl)-1-(2-methoxyethyl)-1H-pyrazolo[3,4-d]Pyrimidine-4-amine NC1=C(C=C(C=C1)C1=NN(C2=NC=NC(=C21)N)CCOC)F